FC1=CC(=C(C(=C1)C)CC#N)C (4-fluoro-2,6-dimethyl-phenyl)-acetonitrile